sodium methyl-anthracenesulfonic acid CC1=C(C2=CC3=CC=CC=C3C=C2C=C1)S(=O)(=O)O.[Na]